Trimethoxy(methyl)silan CO[Si](C)(OC)OC